2,6-dimethylisoquinolin-1(2H)-one CN1C(C2=CC=C(C=C2C=C1)C)=O